3'-methyl-3-(methylsulfonyl)-4-pentyl-[1,1'-biphenyl]-2,6-diol CC=1C=C(C=CC1)C=1C(=C(C(=CC1O)CCCCC)S(=O)(=O)C)O